4-(2-(4-(methylthio)cyclohexyl)ethyl)piperazine CSC1CCC(CC1)CCN1CCNCC1